7-((5-(4-hydroxy-4-((4-methylpiperazin-1-yl)meth-yl)piperidin-1-yl)pyridin-2-yl)amino)-4-(8-methyl-imidazo[1,2-a]pyridin-3-yl)isoindolin-1-one OC1(CCN(CC1)C=1C=CC(=NC1)NC=1C=CC(=C2CNC(C12)=O)C1=CN=C2N1C=CC=C2C)CN2CCN(CC2)C